piperazine-amide N1(CCNCC1)C(=O)N